1-ethyl-2-(4-(p-dimethylaminophenyl)-1,3-butadienyl)-pyridinium C(C)[N+]1=C(C=CC=C1)C=CC=CC1=CC=C(C=C1)N(C)C